C(C1=CC=CC=C1)OC1=C(OC(=CC1=O)COC1OCCCC1)C(=O)O 3-(benzyloxy)-4-oxo-6-(((tetrahydro-2H-pyran-2-yl)oxy)methyl)-4H-pyran-2-carboxylic acid